ClC=1N=C(C2=C(N1)C(N(C2)CC)=O)Cl 2,4-Dichloro-6-ethyl-5,6-dihydro-7H-pyrrolo[3,4-d]pyrimidin-7-one